CC1=NN(C(=C1)COC1=CC=C(C=C1)C(F)(F)F)C1=CC=CC=C1 3-methyl-1-phenyl-5-[[4-(trifluoromethyl)phenoxy]methyl]pyrazole